N1C=CC2=C(C=CC=C12)C1=C2CNC(C2=C(C=C1)NC1=NC=C(C=C1)N1CCN(CC1)C)=O 4-(1H-indol-4-yl)-7-[[5-(4-methylpiperazin-1-yl)-2-pyridyl]amino]isoindolin-1-one